isoundecenoic acid CC(C)CCCCCC=CC(=O)O